5-fluoro-2-nitrophenol FC=1C=CC(=C(C1)O)[N+](=O)[O-]